2-(3-ethoxy-2-(hydroxyimino)cyclohex-3-en-1-yl)-N-(5-(methylthio)-1,3,4-thiadiazol-2-yl)-2-oxoacetamide C(C)OC=1C(C(CCC1)C(C(=O)NC=1SC(=NN1)SC)=O)=NO